C(C)(=O)OC1(CN(C1)CC1=C(C=C(C=C1C)C1CNC1)C)C [1-[[4-(azetidin-3-yl)-2,6-dimethyl-phenyl]methyl]-3-methyl-azetidin-3-yl] acetate